6-(4-(((1R,5S,6r)-3-azabicyclo[3.1.0]hex-6-yl)methoxy)-2,6-difluorophenyl)-5-chloro-N-((S)-1,1,1-trifluoropropane-2-yl)-[1,2,4]triazolo[1,5-a]pyrimidin-7-amine [C@H]12CNC[C@@H]2C1COC1=CC(=C(C(=C1)F)C=1C(=NC=2N(C1N[C@H](C(F)(F)F)C)N=CN2)Cl)F